(rac)-tert-butyl ({3-cyano-1-methyl-4-[4-(5-methyl-1,3-benzoxazol-2-yl)piperidin-1-yl]-2-oxo-1,2-dihydroquinolin-7-yl} oxy)acetate C(#N)C=1C(N(C2=CC(=CC=C2C1N1CCC(CC1)C=1OC2=C(N1)C=C(C=C2)C)OCC(=O)OC(C)(C)C)C)=O